3-(4-Fluorophenyl)-N-(6-imidazol-1-yl-2-isopropoxy-3-pyridyl)-5-methyl-isoxazole-4-carboxamide FC1=CC=C(C=C1)C1=NOC(=C1C(=O)NC=1C(=NC(=CC1)N1C=NC=C1)OC(C)C)C